trishydroxyethyl-s-triazine OCCC1=NC(=NC(=N1)CCO)CCO